CN1N=CC(=C1)C(=O)NC1=NC(=CC=C1)N1N=C(C2=CC=CC=C12)NC1=CC=C(C=C1)C=1C=NN(C1)C1OCCCC1 1-methyl-N-[6-[3-[4-(1-tetrahydropyran-2-ylpyrazol-4-yl)anilino]indazol-1-yl]-2-pyridyl]pyrazole-4-carboxamide